diisopropylammonium tetrazolate N1N=NN=C1C(=O)[O-].C(C)(C)[NH2+]C(C)C